ClC=1C=CC=2N(N1)C(=CN2)C2=CC=C1C=CNC1=C2 6-chloro-3-(1H-indol-6-yl)imidazo[1,2-b]Pyridazine